{(2R,4RS)-4-[(tert-butylsulfinyl)amino]hept-5-yn-2-yl}tert-butylcarbamate C(C)(C)(C)S(=O)N[C@H](C[C@@H](C)OC(NC(C)(C)C)=O)C#CC |&1:7|